tert-butyl-p-xylene CC1=CC(=C(C=C1)C)C(C)(C)C